CC1=NC=2C(=NC(=CC2)C=2C=CN3N=C(N=CC32)N[C@@H]3C[C@H](C3)OC)N1C 5-(2,3-dimethyl-3H-imidazo[4,5-b]pyridin-5-yl)-N-(trans-3-methoxycyclobutyl)pyrrolo[2,1-f][1,2,4]triazin-2-amine